1-[4-(trifluoromethoxy)phenyl]piperidine-4-carboxamide FC(OC1=CC=C(C=C1)N1CCC(CC1)C(=O)N)(F)F